Methyl (5-acetylpyridin-2-yl)carbamate C(C)(=O)C=1C=CC(=NC1)NC(OC)=O